methyl 1-(cyclohexylmethyl)-4-(prop-1-en-2-yl)-1H-pyrazole-5-carboxylate C1(CCCCC1)CN1N=CC(=C1C(=O)OC)C(=C)C